CC1(OB(OC1(C)C)C1=CC=CC=2C3=C(OC21)C=2C1=CC=C(C=C1C=CC2C=C3)C3=CC=CC=C3)C 4,4,5,5-tetramethyl-2-(3-phenylphenanthro[4,3-b]benzofuran-12-yl)-1,3,2-dioxaborolane